4-(2-chloroethyl)morpholine hydrochloride salt Cl.ClCCN1CCOCC1